(S)-2-((6-fluoro-2-methylpyridin-3-yl)oxy)-4-methyl-N-(2-(S-methylamino-sulfinyl)pyridin-4-yl)-5-(trifluoromethyl)nicotinamide FC1=CC=C(C(=N1)C)OC1=C(C(=O)NC2=CC(=NC=C2)[S@](=O)NC)C(=C(C=N1)C(F)(F)F)C